1-[(2-Bromo-1,3-thiazol-5-yl)methyl]-3-methyl-1,2,3,4-tetrahydropyrimidine-2,4-dione BrC=1SC(=CN1)CN1C(N(C(C=C1)=O)C)=O